CN1C(N(C2=C1C=CC(=C2)C=2C=C(C=CC2OC2=CC=C(C=C2)C(F)(F)F)S(=O)(=O)NC)C)=O 3-(1,3-dimethyl-2-oxo-2,3-dihydro-1H-benzimidazol-5-yl)-N-methyl-4-[4-(trifluoromethyl)phenoxy]benzene-1-sulfonamide